CC1(CC(=CC(=C1N)C)C1=CC=C(N)C(=C1)C)C 3,3,5,5'-Tetramethylbenzidin